CC(=CC(=O)OC1=CC=C(C=C1)OB(O)O)C 4-(2-methylpropenyl)carbonyloxyphenylboric acid